ethyl 2-bromo-5-((2-(trimethylsilyl) ethoxy) methyl)-5H-pyrrolo[2,3-b]pyrazine-7-carboxylate BrC=1N=C2C(=NC1)N(C=C2C(=O)OCC)COCC[Si](C)(C)C